N-cyclohexylthiophthalic acid amide C1(CCCCC1)NC(C=1C(C(=O)O)=CC=CC1)=S